COC(=O)C=1C(NC(C1OC)C1=CC=C(C=C1)F)=O 5-(4-fluorophenyl)-4-methoxy-2-oxo-2,5-dihydro-1H-pyrrole-3-carboxylic acid methyl ester